{[4-(4,4,5,5-tetramethyl-1,3,2-dioxaborolane-2-yl)-8-fluoro-tert-Butyl 7-(4-methoxypyridin-3-yl)isoquinolin-1-yl]{[(2-methylpyridin-2-yl)oxy]carbonyl}amino}carboxylate CC1(OB(OC1(C)C)C1=C(N=C(C2=C(C(=CC=C12)C=1C=NC=CC1OC)F)N(C(=O)OC1(NC=CC=C1)C)C(=O)[O-])C(C)(C)C)C